BrC[C@@H]1C[C@@H](N(CC1)CC(C)C)C(F)(F)F (cis)-4-(bromomethyl)-1-isobutyl-2-(trifluoromethyl)piperidine